1H-Pyrrolo[3,2-c]pyridine-2-carboxylic acid 4-(piperazine-1-sulfonyl)-benzylamide N1(CCNCC1)S(=O)(=O)C1=CC=C(CNC(=O)C2=CC=3C=NC=CC3N2)C=C1